4-((8-methyl-2,3-dihydro-1H-pyrido[2,3-b][1,4]oxazin-7-yl)amino)-N-(4-(oxazol-5-yl)phenyl)-2-oxo-1,2-dihydropyridine-3-carboxamide CC1=C(C=NC=2OCCNC21)NC2=C(C(NC=C2)=O)C(=O)NC2=CC=C(C=C2)C2=CN=CO2